O1CCC2C1CNC2 hexahydro-2h-furo[2,3-c]pyrrole